tert-butyl ((1r,4r)-4-((5-vinylpyrimidin-2-yl)amino)cyclohexyl)carbamate C(=C)C=1C=NC(=NC1)NC1CCC(CC1)NC(OC(C)(C)C)=O